1-methylphospholene-oxide CP1(C=CCC1)=O